(2S)-2-(5-ethyl-2-phenoxyphenyl)-N-(2-methyl-quinoline-5-sulfonyl)oxolane-2-carboxamide C(C)C=1C=CC(=C(C1)[C@]1(OCCC1)C(=O)NS(=O)(=O)C=1C=2C=CC(=NC2C=CC1)C)OC1=CC=CC=C1